N1=CC(=CC(=C1)C(=O)N)C=1C=NC=CC1 [3,3-bipyridine]-5-carboxamide